(E)-3-(3,5-dichloro-4-(2-fluoro-4-hydroxy-3-isopropylbenzyl)phenyl)acryloyl chloride ClC=1C=C(C=C(C1CC1=C(C(=C(C=C1)O)C(C)C)F)Cl)/C=C/C(=O)Cl